bis-(4-amino-phenyl)methane NC1=CC=C(C=C1)CC1=CC=C(C=C1)N